NC=1C(=NC(=CN1)Br)N1N=C(C(=C1)C(=O)OCC)C#CC ethyl 1-(3-amino-6-bromopyrazin-2-yl)-3-(prop-1-ynyl)-1H-pyrazole-4-carboxylate